FC=1C=CC(=C(C1)C1(CC1)C=O)C 1-(5-fluoro-2-methylphenyl)cyclopropane-1-carbaldehyde